FC1=C(C(=C(C(=C1)F)F)C1OC=CO1)F 1,2,4,5-tetrafluoro-3-(1,3-dioxol-2-yl)benzene